(R)-3-fluoro-5-(isoxazolidin-3-yl)benzonitrile FC=1C=C(C#N)C=C(C1)[C@@H]1NOCC1